C(\C=C\C(=O)O)(=O)O.C(\C=C\C(=O)O)(=O)O.ClC=1C=CC(=C(CN2C[C@@H](CCC2)N)C1)OCC (R)-1-(5-chloro-2-ethoxybenzyl)piperidin-3-amine difumarate